ClC1=CC=C(C=C1)C1=CC(=NC(=N1)C=1C=NN(C1)C)C(=O)N[C@@H](C)C1=CC(=C(C=C1)F)Cl (S)-6-(4-chlorophenyl)-N-(1-(3-chloro-4-fluorophenyl)ethyl)-2-(1-Methyl-1H-pyrazol-4-yl)pyrimidine-4-carboxamide